tert-Butyl ((2S,4R)-1-(10-((6-fluoro-4-oxoquinazolin-3(4H)-yl)methyl)-7-azaspiro[4.5]decane-7-carbonyl)-2-phenylpiperidin-4-yl)carbamate FC=1C=C2C(N(C=NC2=CC1)CC1CCN(CC12CCCC2)C(=O)N2[C@@H](C[C@@H](CC2)NC(OC(C)(C)C)=O)C2=CC=CC=C2)=O